CC12CC3(CC(CC(C1)(C3)C)C2)C(=O)O 3,5-dimethyladamantane-1-carboxylic acid